BrC1=COC2=C(C1=O)C=CC(=C2Cl)OCOCCOC 3-bromo-8-chloro-7-(2-methoxyethoxy)methoxy-4H-benzopyran-4-one